4-(6-(1'-isopropyl-[1,4'-bipiperidin]-4-yl)-1,4-dimethyl-1H-benzo[d]imidazol-2-yl)benzenesulfonamide C(C)(C)N1CCC(CC1)N1CCC(CC1)C=1C=C(C2=C(N(C(=N2)C2=CC=C(C=C2)S(=O)(=O)N)C)C1)C